[Cl-].NCC[N+](C)(C)C (2-aminoethyl)trimethyl-ammonium chloride salt